C(C1=CC=CC=C1)[N+](=C(C)CCC1=CC=C(C=C1)O)[O-] N-benzyl-4-(4-hydroxyphenyl)butan-2-imine oxide